4-bromo-7-fluorobenzo[d][1,3]dioxole BrC1=CC=C(C=2OCOC21)F